C(C1=CC=CC=C1)OC=1C=C(C(=C2CCCOC12)I)C=O 8-(benzyloxy)-5-iodochroman-6-carbaldehyde